C(C(=O)O)(=O)O.C1OCC12CNC2 2-oxa-6-aza-spiro[3.3]heptane oxalate